C(C)(C)(C)OC(=O)NC1=NC=CC(=C1)C1=C(N=CN1CC(=O)OC(C)(C)C)C1=CC=C(C=C1)F tert-Butyl 2-[5-[2-(tert-butoxycarbonylamino)-4-pyridyl]-4-(4-fluorophenyl)imidazol-1-yl]acetate